tert-butyl (2R,4R)-2-methyl-4-(methylamino)pyrrolidine-1-carboxylate C[C@H]1N(C[C@@H](C1)NC)C(=O)OC(C)(C)C